C1(=CC=CC=C1)C1CCN2N=C(C=C21)C(=O)N[C@H]2COC1=C(N(C2=O)C)C=CC=C1 4-phenyl-N-[(3S)-5-methyl-4-oxo-2,3-dihydro-1,5-benzoxazepine-3-yl]-5,6-dihydro-4H-pyrrolo[1,2-b]Pyrazole-2-carboxamide